bis[3-(3-hydroxybenzyl)-4-hydroxy-5-methylphenyl]methane methyl-3,3-dimethoxy-propanoate COC(CC(OC)OC)=O.OC=1C=C(CC=2C=C(C=C(C2O)C)CC2=CC(=C(C(=C2)C)O)CC2=CC(=CC=C2)O)C=CC1